P1(=O)(OC2=C(C=C(C=C2C(C)(C)C)CC)CC2=C(C(=CC(=C2)CC)C(C)(C)C)O1)[O-].[Li+] lithium 2,2'-methylene-bis(4-ethyl-6-tert-butylphenyl) phosphate